OCCOC1=CC=C(C=CC(=O)O)C=C1.C1(=CC=CC=C1)C1=CC=CC=C1 biphenyl 4-(2-hydroxyethoxy)cinnamate